C(C)[N-]CC#C N-ethyl-2-propynyl-amide